C(CCCCCCCCCCC)N Laurylamine